1-methyl-N-(2-(2-(trifluoromethyl)pyridin-4-yl)-1H-pyrrolo[3,2-c]pyridin-6-yl)-1H-pyrazole-4-carboxamide CN1N=CC(=C1)C(=O)NC1=CC2=C(C=N1)C=C(N2)C2=CC(=NC=C2)C(F)(F)F